C[Si](C)(C)CCN (trimethylsilylmethyl)methanamine